ClC=1C=C(C=CC1)N1C(\C(\CC1=O)=C\C1=C(OCC2=CC=C(C(=O)OCC(F)(F)F)C=C2)C=CC=C1)=O 2,2,2-trifluoroethyl (E)-4-((2-((1-(3-chlorophenyl)-2,5-dioxopyrrolidin-3-ylidene)methyl)phenoxy)methyl)benzoate